(4-(1-cyclopropyl-4-(trifluoromethyl)-1H-imidazol-2-yl)phenyl)methanol C1(CC1)N1C(=NC(=C1)C(F)(F)F)C1=CC=C(C=C1)CO